N1=CC=C(C=C1)C1CNCCO1 2-(pyridin-4-yl)morpholine